4-[6-(2-chloro-4-methyl-phenyl)-4-cyano-3-hydroxy-pyridin-2-yl]-4-oxo-butyric acid ethyl ester C(C)OC(CCC(=O)C1=NC(=CC(=C1O)C#N)C1=C(C=C(C=C1)C)Cl)=O